FC(C(=O)[O-])(F)F.C(C)N1C=[N+](C2=C1C=C(C=C2)C(NC2CCC(CC2)N(C[C@@H]([C@H]([C@@H]([C@@H](CO)O)O)O)O)C[C@@H]([C@H]([C@@H]([C@@H](CO)O)O)O)O)=O)CC 1,3-diethyl-6-{[(1R,4R)-4-{bis[(2S,3R,4R,5R)-2,3,4,5,6-pentahydroxyhexyl]amino}cyclohexyl]carbamoyl}-1H-1,3-benzodiazol-3-ium trifluoroacetate